CC1=C(C=CC=C1C)NC(=S)N 2,3-dimethylphenylthiourea